Tert-butyl (8aS)-5-(3-amino-6-fluoro-2-methylphenyl)-6-chloro-4-fluoro-8a,9,11,12-tetrahydropyrazino[2',1':3,4][1,4]oxazepino[5,6,7-de]quinazoline-10(8H)-carboxylate NC=1C(=C(C(=CC1)F)C=1C(=C2C3=C(N=CN=C3C1F)N1[C@H](CO2)CN(CC1)C(=O)OC(C)(C)C)Cl)C